ClC(C1=NC(=NO1)C1=CC(=C(CP(N(C2=CC=C(C=C2)C(F)(F)F)C)(=O)C)C=C1)F)(F)F P-(4-(5-(chlorodifluoromethyl)-1,2,4-oxadiazol-3-yl)-2-fluorobenzyl)-N,P-dimethyl-N-(4-(trifluoromethyl)phenyl)phosphinic amide